N-isopropyl-N-{[4,7,10-tris(2-tert-butoxy-2-oxoethyl)-1,4,7,10-tetraazacyclododec-1-yl]acetyl}glycine tert-butyl ester C(C)(C)(C)OC(CN(C(CN1CCN(CCN(CCN(CC1)CC(OC(C)(C)C)=O)CC(OC(C)(C)C)=O)CC(=O)OC(C)(C)C)=O)C(C)C)=O